3-{4-[4-(2,4-difluorophenyl)piperazine-1-sulfonyl]phenyl}-1-(pyridin-3-ylmethyl)urea FC1=C(C=CC(=C1)F)N1CCN(CC1)S(=O)(=O)C1=CC=C(C=C1)NC(NCC=1C=NC=CC1)=O